7-(4-fluorobenzyl)-1-(3-hydroxypropyl)-3-methyl-8-(2-(trifluoromethoxy)phenyl)-1H-purine-2,6(3H,7H)-dione FC1=CC=C(CN2C(=NC=3N(C(N(C(C23)=O)CCCO)=O)C)C2=C(C=CC=C2)OC(F)(F)F)C=C1